8-(cyclopentylmethyl)-2-(methylsulfanyl)-5-[2-(triisopropylsilyl)ethynyl]pyrido[2,3-d]pyrimidin-7-one C1(CCCC1)CN1C(C=C(C2=C1N=C(N=C2)SC)C#C[Si](C(C)C)(C(C)C)C(C)C)=O